CC1=CC(C(=NN1C1=CC=CC=C1)C(=O)NC1=CC=NC=C1)=O 6-methyl-4-oxo-1-phenyl-N-(pyridin-4-yl)-1,4-dihydropyridazine-3-carboxamide